8-(4-(azetidine-1-carbonyl)piperidin-1-yl)-N-cyclopropyl-3-(5-(trifluoromethyl)-1,3,4-thiadiazol-2-yl)imidazo[1,5-a]pyridine-6-sulfonamide N1(CCC1)C(=O)C1CCN(CC1)C=1C=2N(C=C(C1)S(=O)(=O)NC1CC1)C(=NC2)C=2SC(=NN2)C(F)(F)F